CC1=CC=2N(N=C1N1CC=3C=C(C=NC3CC1)C=1C=NC(=CC1)C)C(C=CN2)=O 8-methyl-7-(3-(6-methylpyridin-3-yl)-7,8-dihydro-1,6-naphthyridin-6(5H)-yl)-4H-pyrimido[1,2-b]pyridazin-4-one